OC1=NC=CC(=C1)N1N=C(N=C1)C=O [1-(2-hydroxy-4-pyridinyl)-1,2,4-triazol-3-yl]methanone